N-(2-methoxyethyl)-2-{[3-oxo-8-(pyridin-2-yl)-1H,2H,3H-benzo[e]isoindol-2-yl]methyl}prop-2-enamide COCCNC(C(=C)CN1C(C=2C=CC3=C(C2C1)C=C(C=C3)C3=NC=CC=C3)=O)=O